C(CC=C)C1(CC1)NC(OC(C)(C)C)=O tert-butyl (1-(but-3-en-1-yl)cyclopropyl)carbamate